BrC=1C=CC(=C(C1)CO)N1C[C@H](CC1)OC1=NC=C(C=C1)C(F)(F)F (S)-(5-bromo-2-(3-(5-(trifluoromethyl)pyridin-2-yloxy)pyrrolidin-1-yl)phenyl)methanol